8-[(1R)-1-[(6-Chloro-2-morpholino-3-pyridyl)amino]ethyl]-3,6-dimethyl-2-(1-methylpyrazol-4-yl)chromen-4-one ClC1=CC=C(C(=N1)N1CCOCC1)N[C@H](C)C=1C=C(C=C2C(C(=C(OC12)C=1C=NN(C1)C)C)=O)C